4-[[(5R)-3-(3,5-difluorophenyl)-5-methyl-4H-isoxazole-5-carbonyl]amino]tetrahydrofuran-2-carboxylic acid methyl ester COC(=O)C1OCC(C1)NC(=O)[C@]1(CC(=NO1)C1=CC(=CC(=C1)F)F)C